8,9,10,11-tetrahydro-7-oxa-1,3,6,11-tetraazacycloocta[de]naphthalene N1=C2C=3C(=NC=CC3N=C1)OCCCN2